ClC=1C=C(C=CC1)C1=CC(=C2C=NC(=NN21)N[C@H]2[C@@H](CN(CC2)S(=O)(=O)C)O)F (3R,4R)-4-((7-(3-chlorophenyl)-5-fluoropyrrolo[2,1-f][1,2,4]triazin-2-yl)amino)-1-(methylsulfonyl)piperidin-3-ol